C(C1=CC=CC=C1)N1N=C(N=C1)C(=O)NC1C(N(C=2N(CC1)N=C(C2)C2=NN(C=C2)CC)C)=O 1-benzyl-N-[2-(1-ethylpyrazol-3-yl)-4-methyl-5-oxo-7,8-dihydro-6H-pyrazolo[1,5-a][1,3]diazepin-6-yl]-1,2,4-triazole-3-carboxamide